ethyl-(2-methoxyethyl)-dimethylammonium C(C)[N+](C)(C)CCOC